(2-hydroxy-2-methylpropyl)-8-(pyridin-3-yl)-6-(6-(trifluoromethyl)pyridin-3-yl)pyrido[3,4-d]pyrimidin-4(3H)-one OC(CC=1NC(C2=C(N1)C(=NC(=C2)C=2C=NC(=CC2)C(F)(F)F)C=2C=NC=CC2)=O)(C)C